FC=1C=C(C=C(C1)F)C1N(OCC1)C1=CC(=NC=N1)N 6-(3-(3,5-difluorophenyl)isoxazolidin-2-yl)pyrimidin-4-amine